9-(2,3-dihydro-1-benzofuran-5-yl)-3,4-dihydropyrido[2,1-c][1,2,4]thiadiazine 2,2-dioxide O1CCC2=C1C=CC(=C2)C2=CC=CN1C2=NS(CC1)(=O)=O